(6-ethyl-8-(methylamino)-2,7-naphthyridin-3-yl)cyclopropanecarboxamide C(C)C=1C=C2C=C(N=CC2=C(N1)NC)C1(CC1)C(=O)N